C1(CC1)N1C(=NC2=NC=C(C=C21)C=2C=CN1N=C(N=C(C12)OC1CC(C1)(F)F)NC=1C=NN(C1)C)C 5-(1-cyclopropyl-2-methyl-1H-imidazo[4,5-b]pyridin-6-yl)-4-(3,3-difluorocyclobutoxy)-N-(1-methyl-1H-pyrazol-4-yl)pyrrolo[2,1-f][1,2,4]triazin-2-amine